bis(1-diphenylphosphanylcyclopenta-2,4-dien-1-yl)iron C1(=CC=CC=C1)P(C1(C=CC=C1)[Fe]C1(C=CC=C1)P(C1=CC=CC=C1)C1=CC=CC=C1)C1=CC=CC=C1